4-amino-N,N-diethyloctylamine NC(CCCN(CC)CC)CCCC